2-(6-(((1R,2R,3S,5S)-2-fluoro-8-azabicyclo[3.2.1]oct-3-yl)oxy)pyridazin-3-yl)-5-(1H-pyrazol-1-yl)phenol F[C@@H]1[C@H]2CC[C@@H](C[C@@H]1OC1=CC=C(N=N1)C1=C(C=C(C=C1)N1N=CC=C1)O)N2